diphenyl-(p-methylsulfinylphenyl)sulfoxonium C1(=CC=CC=C1)[S+](=O)(C1=CC=C(C=C1)S(=O)C)C1=CC=CC=C1